O=C1CC(NC(C1)=O)C(=O)OC methyl 4,6-dioxopiperidine-2-carboxylate